3-CHLORO-2-FLUOROBENZALDEHYDE ClC=1C(=C(C=O)C=CC1)F